5,7-dihydroxy-2-(4-hydroxyphenyl)-8-((4-(2,3,4-trimethoxybenzyl)piperazin-1-yl)methyl)-4H-benzopyran-4-one OC1=CC(=C(C2=C1C(C=C(O2)C2=CC=C(C=C2)O)=O)CN2CCN(CC2)CC2=C(C(=C(C=C2)OC)OC)OC)O